[4-[[3-(2,4-dimethyl-1,3-thiazol-5-yl)-6-oxopyridazin-1-yl]methyl]piperidin-1-yl]benzonitrile CC=1SC(=C(N1)C)C1=NN(C(C=C1)=O)CC1CCN(CC1)C1=C(C#N)C=CC=C1